methyl (2S)-2-((2-(4-((1,1-dihydroxytetrahydrothiophen-3-yl)amino)-2,6-difluorophenyl)-7-methylimidazo[1,2-a]pyridin-3-yl)methyl)morpholine-4-carboxylate OS1(CC(CC1)NC1=CC(=C(C(=C1)F)C=1N=C2N(C=CC(=C2)C)C1C[C@H]1CN(CCO1)C(=O)OC)F)O